O=CCN1C(C=2C(C1=O)=CC=CC2)=O N-(2-oxoethyl)phthalimide